C(C)N(C(C1=CC=CC(=C1)F)=O)C(C)C N-ethyl-5-fluoro-N-(isopropyl)benzamide